(R)-6-(3-aminopiperidin-1-yl)-N-(6-(o-tolyl)-5-(trifluoromethyl)pyridin-2-yl)pyridine-2-sulfonamide hydrochloride Cl.N[C@H]1CN(CCC1)C1=CC=CC(=N1)S(=O)(=O)NC1=NC(=C(C=C1)C(F)(F)F)C1=C(C=CC=C1)C